C(C(C)=C)OC1=C(C=CC=C1)S(=O)(=O)O methallyloxybenzenesulphonic acid